CNC1=NC(=NC=C1C(F)(F)F)NC1=CC=NC=2N1N=CC2 N4-methyl-N2-pyrazolo[1,5-a]pyrimidin-7-yl-5-(trifluoromethyl)pyrimidine-2,4-diamine